3-methyl-N-(7-methyl-[1,2,4]triazolo[1,5-a]pyridin-6-yl)-1-(spiro[3.3]heptan-2-yl)-1H-pyrazolo[3,4-d]pyrimidin-6-amine CC1=NN(C2=NC(=NC=C21)NC=2C(=CC=1N(C2)N=CN1)C)C1CC2(C1)CCC2